chloro-1-(2-isopropyl-4-(methylthio)pyridin-3-yl)pyrido[2,3-d]pyrimidin-2(1H)-one ClC=1C2=C(N(C(N1)=O)C=1C(=NC=CC1SC)C(C)C)N=CC=C2